N-[[6-[(3,4-Difluorophenyl)methoxy]-2-pyridyl]sulfonyl]-2-(2,2,4-trimethylpyrrolidin-1-yl)pyridin-3-carboxamid FC=1C=C(C=CC1F)COC1=CC=CC(=N1)S(=O)(=O)NC(=O)C=1C(=NC=CC1)N1C(CC(C1)C)(C)C